C(C)(C)(C)OC(=O)N1[C@H](C[C@@H](C1)N1N=CC=C1)C(NC)=O (2r,4s)-2-(methylcarbamoyl)-4-pyrazol-1-ylpyrrolidine-1-carboxylic acid tert-butyl ester